C(#N)C=1C=NN2C1C(=CC(=C2)C=2C=NN(C2)C)C2CC1CCC(C2)N1C1=CC=C(C=C1)C(C(=O)N)=C (4-(3-(3-cyano-6-(1-methyl-1H-pyrazol-4-yl)pyrazolo[1,5-a]pyridin-4-yl)-8-azabicyclo[3.2.1]oct-8-yl)phenyl)acrylamide